ClC1=C(C=C(C=C1)[C@@H]1N(C(OC1)(C)C)C(=O)OC(C)(C)C)C1=NN=NN1 tert-butyl (S)-4-(4-chloro-3-(1H-tetrazol-5-yl)phenyl)-2,2-dimethyloxazolidine-3-carboxylate